Cl.Cl.[C@H]1([C@H](CCC1)N)N (1S,2S)-cyclopentane-1,2-diamine dihydrochloride